(6-(4-(3-ethylphenoxy)butyl)-1H-benzo[d]imidazol-2-yl)(piperazin-1-yl)methanone hydrochloride Cl.C(C)C=1C=C(OCCCCC=2C=CC3=C(NC(=N3)C(=O)N3CCNCC3)C2)C=CC1